1-(tert-butylamino)-3-methoxy-propane-2-ol C(C)(C)(C)NCC(COC)O